O=C1NC(CCC1N1C(C2=CC=CC(=C2C1=O)NCCOC(COCCOCCOCC)OC1=CC=C(C=C1)\C(=C(\CC)/C1=CC=CC=C1)\C1=CC=C(C=C1)O)=O)=O (Z)-2-(2,6-dioxopiperidin-3-yl)-4-((l-4-(4-(1-(4-hydroxyphenyl)-2-phenylbut-1-en-1-yl)phenoxy)-3,6,9,12-tetraoxatetradecyl)amino)isoindoline-1,3-dione